butyl (2S)-4-(2-((4aS,5aR)-5,5-difluoro-5a-methyl-1-(tetrahydro-2H-pyran-2-yl)-1,4,4a,5,5a,6-hexahydrocyclopropa[f]indazol-3-yl)-1H-indole-6-carbonyl)-2-methylpiperazine-1-carboxylate FC1([C@H]2CC=3C(=NN(C3C[C@]21C)C2OCCCC2)C=2NC1=CC(=CC=C1C2)C(=O)N2C[C@@H](N(CC2)C(=O)OCCCC)C)F